2-(3-(((3R)-1-(1-hydroxy-prop-2-yl)piperidin-3-yl)amino)-5-methyl-1,2,4-triazin-6-yl)-5-(trifluoromethyl)pyridin-3-ol OCC(C)N1C[C@@H](CCC1)NC=1N=NC(=C(N1)C)C1=NC=C(C=C1O)C(F)(F)F